(S)-N1-ethyl-N6-(1-(2-(2-adamantylamino)-2-oxoethyl)-2-oxo-1,2-dihydropyridin-3-yl)-5-(3-methyl-1H-indole-2-carboxamido)-2-oxohexanediamide C(C)NC(C(CC[C@@H](C(=O)NC=1C(N(C=CC1)CC(=O)NC1C2CC3CC(CC1C3)C2)=O)NC(=O)C=2NC3=CC=CC=C3C2C)=O)=O